3-[5-(3,3-difluoro-4-piperidinyl)-3-methyl-2-oxo-benzoimidazol-1-yl]piperidine-2,6-dione FC1(CNCCC1C1=CC2=C(N(C(N2C)=O)C2C(NC(CC2)=O)=O)C=C1)F